tripyrrolidinophosphonium bromide [Br-].N1(CCCC1)[PH+](N1CCCC1)N1CCCC1